N(N)C1=NC=CC(=C1)CC1=CC(=CC=C1)C(F)(F)F 2-hydrazino-4-(3-(trifluoromethyl)benzyl)pyridine